4-(7-(1-(tetrahydro-2H-pyran-2-yl)-1H-pyrazol-4-yl)-2-(3-(m-tolyl)-1H-pyrazol-1-yl)pyrazolo[1,5-a][1,3,5]triazin-4-yl)morpholine O1C(CCCC1)N1N=CC(=C1)C1=NN2C(N=C(N=C2N2CCOCC2)N2N=C(C=C2)C=2C=C(C=CC2)C)=C1